N-ethyl-7-fluoro-N-(3-fluoro-5-(4,4,4-trifluoro-3,3-dimethylbut-1-yn-1-yl)phenyl)-[1,2,4]triazolo[4,3-a]quinazolin-5-amine C(C)N(C1=NC=2N(C3=CC=C(C=C13)F)C=NN2)C2=CC(=CC(=C2)C#CC(C(F)(F)F)(C)C)F